CC=1C(=C(C(=CC1)C)C)C dimethylxylene